3-(4-(trifluoromethyl)benzyl)benzaldehyde FC(C1=CC=C(CC=2C=C(C=O)C=CC2)C=C1)(F)F